methyl 2-(6-fluoro-2,3-dihydro-4H-benzo[b][1,4]oxazin-4-yl)-5-(6-fluorobenzo[d]oxazol-2-yl)isonicotinate FC1=CC2=C(OCCN2C=2C=C(C(=O)OC)C(=CN2)C=2OC3=C(N2)C=CC(=C3)F)C=C1